C(#N)C1=CC=C(C=C1)C12C(C3=NC=C(C=C3O1)OC)(C(C(C2C2=CC=CC=C2)C(=O)N(C)C)O)O 5a-(4-cyanophenyl)-8,8a-dihydroxy-3-methoxy-N,N-dimethyl-6-phenyl-5a,7,8,8a-tetrahydro-6H-cyclopenta[4,5]furo[3,2-b]pyridine-7-carboxamide